ClC1=C(C=CC=C1)N(C(=O)C1=CC=C(NC2=NC(=NC=C2F)NC2=CC=C(C(=O)NN3CCC(CC3)CCN3CCN(CC3)C3=CC=C(C=C3)C3C(NC(CC3)=O)=O)C=C2)C=C1)C 4-[[4-[4-[(2-chlorophenyl)-methyl-carbamoyl]anilino]-5-fluoro-pyrimidin-2-yl]amino]-N-[4-[2-[4-[4-(2,6-dioxo-3-piperidyl)phenyl]piperazin-1-yl]ethyl]-1-piperidyl]benzamide